α-D(+)-glucose C([C@@H]1[C@H]([C@@H]([C@H]([C@H](O1)O)O)O)O)O